2-(indolo[3,2,1-jk]carbazol-2-yl)aniline C1=C2C=3C=CC=CC3N3C2=C(C=C1C1=C(N)C=CC=C1)C1=CC=CC=C13